5-(4-((4-cyclopropyl-5-(trifluoromethyl)pyrimidin-2-yl)amino)-3-methyl-1H-pyrazol-1-yl)-1-ethylpiperidin-2-one C1(CC1)C1=NC(=NC=C1C(F)(F)F)NC=1C(=NN(C1)C1CCC(N(C1)CC)=O)C